O1CCN(CC1)C[C@H]1N(CC(CC1)C1=CC=C(C=C1)C(F)(F)F)C1=CC=C(C#N)C=C1 4-((2S)-2-(morpholinomethyl)-5-(4-(trifluoromethyl)phenyl)piperidin-1-yl)benzonitrile